2-amino-6-(aminomethyl)pyridine-3-carboxylic acid methyl ester diacetate C(C)(=O)O.C(C)(=O)O.COC(=O)C=1C(=NC(=CC1)CN)N